1-[1,3-di(carbazol-9-yl)propan-2-yloxy]-3-(propan-2-ylamino)propan-2-ol C1=CC=CC=2C3=CC=CC=C3N(C12)CC(CN1C2=CC=CC=C2C=2C=CC=CC12)OCC(CNC(C)C)O